C(C)OC(=O)C1=C(SC(=C1C(=O)OCC)N=CC=1SC(=CC1)[N+](=O)[O-])NC(C1=CC=C(C=C1)OC(F)(F)F)=O 4-(trifluoromethoxy)benzamido-5-(5-nitrothiophene-2-yl)methyleneaminothiophene-3,4-dicarboxylic acid diethyl ester